(E)-N'-(3-hydroxy-5-methoxybenzylidene)-6-(4-methoxyphenyl)pyrazine-2-carbohydrazide OC=1C=C(\C=N\NC(=O)C2=NC(=CN=C2)C2=CC=C(C=C2)OC)C=C(C1)OC